IsoButen C=C(C)C